NC1=C(C(=CC=C1)Br)O 2-amino-6-bromo-phenol